C(N1N=C(C(=C1)NC=O)O[C@H]1[C@@H](OC1)C)([2H])([2H])[2H] N-(1-(methyl-d3)-3-(((2S,3R)-2-methyloxetan-3-yl)oxy)-1H-pyrazol-4-yl)carboxamide